5-(7-Chloroimidazo[1,2-a]pyridin-2-yl)-4-(4-(trifluoromethoxy)benzyl)-2,4-dihydro-3H-1,2,4-triazole-3-thione ClC1=CC=2N(C=C1)C=C(N2)C=2N(C(NN2)=S)CC2=CC=C(C=C2)OC(F)(F)F